BrC=1C=CC(=NC1)OC1CCC(CC1)C(=O)O.C(C1=CC=CC=C1)(=O)OC1=NC(=CC=C1C=1C=NC(=CC1)OC1CCC(CC1)C(=O)O)OC(C1=CC=CC=C1)=O (1r,4r)-4-((2',6'-bis(benzoyloxy)-[3,3'-bipyridin]-6-yl)oxy)cyclohexane-1-carboxylic acid (1r,4r)-4-[(5-bromopyridin-2-yl)oxy]cyclohexane-1-carboxylate